OC(C)C=1N=C(C=2N(C1)C(=CN2)C=2C=C(C(=C(C2)NS(=O)(=O)C=2C=NN(C2)C)OC)OC)NC N-(5-(6-(1-hydroxyethyl)-8-(methylamino)imidazo[1,2-a]pyrazin-3-yl)-2,3-dimethoxyphenyl)-1-methyl-1H-pyrazole-4-sulfonamide